(cis)-4-{[3-(benzo[c][1,2,5]oxadiazole-4-sulfonylamino)-cyclobutyl-1-yl]-methyl-amino}-1H-pyrrolo[2,3-b]pyridine-5-carbonitrile N=1ON=C2C1C=CC=C2S(=O)(=O)NC2CC(C2)=CNC2=C1C(=NC=C2C#N)NC=C1